FC=1C=C(C=CC1)[C@@]1(CCOC2(CCCC2)C1)CCNCC=1C=NC=C(C1)C(F)(F)F {2-[(9R)-9-(3-fluorophenyl)-6-oxaspiro[4.5]decan-9-yl]ethyl}({[5-(trifluoromethyl)pyridin-3-yl]methyl})amine